O1C(=NCCC1)/C=C/C(=O)N(C=1SC(=CN1)C=1C=NC=CC1)C (E)-3-(5,6-Dihydro-4H-[1,3]oxazin-2-yl)-N-methyl-N-(5-pyridin-3-yl-thiazol-2-yl)-acrylamide